N-((1-BENZYLPIPERIDIN-3-YL)METHYL)-N-(2-METHOXYETHYL)NAPHTHALEN-2-SULFONAMID C(C1=CC=CC=C1)N1CC(CCC1)CN(S(=O)(=O)C1=CC2=CC=CC=C2C=C1)CCOC